C(C)(C)(C)C1=NC=C(C(=N1)OC1=CC=CC=C1)C(=O)NC(C=CS(=O)(=O)C)CC(F)F 2-(tert-butyl)-N-(5,5-difluoro-1-(methylsulfonyl)pent-1-en-3-yl)-4-phenoxypyrimidine-5-carboxamide